COC=1C=C(C=CC1[N+](=O)[O-])N1C=NC=C1 1-(3-methoxy-4-nitrophenyl)-1H-imidazole